6-chloro-3-[3-(trifluoromethyl)phenoxy]pyridazine ClC1=CC=C(N=N1)OC1=CC(=CC=C1)C(F)(F)F